FC1=C(C=CC=C1)C=1C(=C(OC1)C(=O)N)CC=1SC(=CC1)C1=CC=C(C=C1)OC (2-fluorophenyl)-((5-(4-methoxyphenyl)thiophen-2-yl)methyl)furan-2-carboxamide